5-((2H-tetrazol-5-yl)methyl)-[1,2,4]triazolo[1,5-a]pyridin-8-ol N=1NN=NC1CC1=CC=C(C=2N1N=CN2)O